tert-butyl N-[(1R)-2-[[4-(7-chloro-2-oxo-indolin-5-yl)-5-methoxy-1-methyl-pyrazol-3-yl]methoxy]-1-methyl-ethyl]-N-methyl-carbamate ClC=1C=C(C=C2CC(NC12)=O)C=1C(=NN(C1OC)C)COC[C@@H](C)N(C(OC(C)(C)C)=O)C